FC=1C=C(C=CC1OC1=C2C(=NC=C1)NC(N2C(C)C)=O)NC(=O)C=2C=NN(C2C(F)(F)F)C2CCOCC2 N-(3-fluoro-4-((1-isopropyl-2-oxo-2,3-dihydro-1H-imidazo[4,5-b]pyridin-7-yl)oxy)phenyl)-1-(tetrahydro-2H-pyran-4-yl)-5-(trifluoromethyl)-1H-pyrazole-4-carboxamide